C(C)(C)(C)OC(=O)NC1CC(C(N(C1=O)CC(=O)OCC)C)C1=CC=CC=C1 Ethyl 2-[5-(tert-butoxycarbonylamino)-2-methyl-6-oxo-3-phenyl-1-piperidyl]acetate